C[C@@H]1CC[C@H](CN1C(=O)C1=C(C=CC=C1)N1N=CC=N1)C#CC1=NC=CC=C1 2-{[(3S,6R)-6-methyl-1-{[2-(2H-1,2,3-triazol-2-yl)phenyl]carbonyl}piperidin-3-yl]ethynyl}pyridine